FS(C=1C=C(C=C(C1)C(F)(F)F)C1=NN(C=N1)\C=C/C(=O)NNC1=NC=CN=C1)(F)(F)(F)F (Z)-3-(3-(3-(pentafluorosulfanyl)-5-(trifluoromethyl)phenyl)-1H-1,2,4-triazol-1-yl)-N'-(pyrazin-2-yl)propenohydrazide